C1(CCC1)OC=1C=C(C=NC1)C=1N=NN(C1)C1(COC1)C1=CC=C(C=N1)N1C[C@@H](CCC1)NCC1CCC1 (R)-1-(6-(3-(4-(5-cyclobutoxypyridin-3-yl)-1H-1,2,3-triazol-1-yl)oxetan-3-yl)pyridin-3-yl)-N-(cyclobutylmethyl)piperidin-3-amine